4-bromo-2-methoxy-6-methylbenzoic acid BrC1=CC(=C(C(=O)O)C(=C1)C)OC